ClC1=CC=C(C(=N1)C(=O)O)NC(C)C=1C=C(C=C2C(C=C(OC12)N1CC2=CC=C(C=C2C1)F)=O)C 6-Chloro-3-[1-[2-(5-fluoroisoindolin-2-yl)-6-methyl-4-oxo-chromen-8-yl]ethylamino]pyridine-2-carboxylic Acid